ClC=1C=CC=C2CCC(CC12)N1CC2=C(CC1)N=C(N2)C2=NC=CC=C2 5-(8-chloro-1,2,3,4-tetrahydronaphthalen-2-yl)-2-(pyridin-2-yl)-4,5,6,7-tetrahydro-3H-imidazo[4,5-c]pyridine